2-[cyclopropyl(difluoro)methyl]-4-methoxy-pyridine C1(CC1)C(C1=NC=CC(=C1)OC)(F)F